N-methylpyrimidin-4-amine CNC1=NC=NC=C1